BrC1=CC=C2C(=CC(=NC2=C1)OC[C@H]1N(CCC1)C)C1(N(C(CNC1C#N)Cl)C(=O)[O-])CC#N 7-bromo-6-chloro-3-cyano-2-((((S)-1-methylpyrrolidin-2-yl)methoxy)quinoline-4-yl)-2-(cyanomethyl)piperazine-1-carboxylate